Cl.NC1CCC(CC1)N(C1=C2CN(C(C2=CC=C1)=O)C1C(NC(CC1)=O)=O)CCC(C)(C)C 3-(4-(((1R,4R)-4-aminocyclohexyl)(3,3-dimethylbutyl)amino)-1-oxoisoindolin-2-yl)piperidine-2,6-dione hydrochloride